C(C)(C)N1N=C(C=C1C1[C@H]2CC(C[C@@H]12)N1C[C@H](OCC1)C)C=1C=NC=C(C1)C(F)(F)F (R)-4-((1R,3S,5S,6R)-6-(1-isopropyl-3-(5-(trifluoromethyl)pyridin-3-yl)-1H-pyrazol-5-yl)bicyclo[3.1.0]hexane-3-yl)-2-methylmorpholine